(E)-3-(1-(tetrahydro-2H-pyran-2-yl)-1H-pyrazol-3-yl)acrylic acid methyl ester COC(\C=C\C1=NN(C=C1)C1OCCCC1)=O